N-((2R,3S)-1-(7-chloro-1-isopropyl-2,6-diazanaphthalen-4-yl)-2-methylazetidin-3-yl)-N-methyl-methanesulfonamide ClC1=NC=C2C(=CN=C(C2=C1)C(C)C)N1[C@@H]([C@H](C1)N(S(=O)(=O)C)C)C